1-((4-(3-amino-1H-pyrazolo[4,3-b]pyridin-5-yl)-3-methylphenyl)sulfonyl)-4,4-difluoropyrrolidine-2-carboxamide NC1=NNC=2C1=NC(=CC2)C2=C(C=C(C=C2)S(=O)(=O)N2C(CC(C2)(F)F)C(=O)N)C